(R)-N-{1'-[1-(2,3-dichlorophenyl)-2,5-dimethyl-6-oxo-1,6-dihydropyrimidin-4-yl]-3H-spiro[1-benzofuran-2,4'-piperidine]-3-ylidene}-2-methylpropane-2-sulfinamide ClC1=C(C=CC=C1Cl)N1C(=NC(=C(C1=O)C)N1CCC2(CC1)OC1=C(C2=N[S@](=O)C(C)(C)C)C=CC=C1)C